C(C)OC(C(C1CC(CCC1)(F)F)N)=O 2-amino-2-(3,3-difluorocyclohexyl)acetic acid ethyl ester